N-((1R,3R)-3-(9-(1-Isopropyl-1H-indazol-5-yl)-8-(1-methyl-1H-pyrazol-4-yl)-2-oxo-2,3,4,7-tetrahydro-1H-pyrrolo[3',2':5,6]pyrido[4,3-d]pyrimidin-1-yl)cyclopentyl)cyclopropanecarboxamide C(C)(C)N1N=CC2=CC(=CC=C12)C1=C(NC2=C1C=1N(C(NCC1C=N2)=O)[C@H]2C[C@@H](CC2)NC(=O)C2CC2)C=2C=NN(C2)C